2-(hydroxyethyl)-1-p-toluenesulfonyl-1H-pyrrole OCCC=1N(C=CC1)S(=O)(=O)C1=CC=C(C)C=C1